2-methyl-3-((3-methyl-4-nitro-1-(tetrahydro-2H-pyran-2-yl)-1H-pyrazol-5-yl)oxy)propan-1-ol CC(CO)COC1=C(C(=NN1C1OCCCC1)C)[N+](=O)[O-]